C(C1=CC=CC=C1)OC1=NC(=CC=C1C1=C(C=C(C=C1F)N1CC2(CCN(C2)C(=O)OC(C)(C)C)CC1)F)OCC1=CC=CC=C1 tert-butyl 7-(4-(2,6-bis(benzyloxy)pyridin-3-yl)-3,5-difluorophenyl)-2,7-diazaspiro[4.4]nonane-2-carboxylate